{4-[2-(4-{3-[5-tert-Butyl-2-(3-fluoro-phenyl)-2H-pyrazol-3-yl]-ureido}-3-fluorophenyl)-ethyl]-pyridin-2-yl}-carbamic acid methyl ester COC(NC1=NC=CC(=C1)CCC1=CC(=C(C=C1)NC(=O)NC=1N(N=C(C1)C(C)(C)C)C1=CC(=CC=C1)F)F)=O